4-fluoropiperidin-1-ylmethanone FC1CCN(CC1)C=O